N[C@@H]1C2=CC=CC=C2CC12CCN(CC2)C2=CN=C1C(=N2)NN=C1C(=C)C=1C=C(C#N)C=CC1 (S)-3-(1-(6-(1-amino-1,3-dihydro-spiro[inden-2,4'-piperidin]-1'-yl)-1H-pyrazolo[3,4-b]pyrazin-3-yl)vinyl)benzonitrile